1-(4-fluoro-3-trifluoromethylphenyl)-1-tosylmethylisonitrile FC1=C(C=C(C=C1)C(S(=O)(=O)C1=CC=C(C)C=C1)[N+]#[C-])C(F)(F)F